CC(C(=O)C)=O.[O] oxygen methyl diketone